ClCC1=NC2=CC(=CC=C2C(=N1)C)F 2-(chloromethyl)-7-fluoro-4-methylquinazoline